ClC(=CC(C)(C)C)Cl 1,1-dichloro-3,3-dimethylbutene